ClC=1C=C(C=NC1OC)N 5-chloro-6-methoxypyridin-3-amine